tert-butyl 6,6-difluoro-1-((7-methoxy-4-(1-methyl-3-phenyl-1H-pyrazol-4-yl) pyrido[3,2-d]pyrimidin-6-yl) carbamoyl)-3-azabicyclo[3.1.0]hexane-3-carboxylate FC1(C2CN(CC12C(NC=1C(=CC=2N=CN=C(C2N1)C=1C(=NN(C1)C)C1=CC=CC=C1)OC)=O)C(=O)OC(C)(C)C)F